(2R,6S)-4-(3-cyclopropyl-5-((4-(6-methyl-1H-indol-3-yl)pyrimidine-2-yl)amino)benzyl)-2,6-dimethylpiperazin C1(CC1)C=1C=C(CN2C[C@H](N[C@H](C2)C)C)C=C(C1)NC1=NC=CC(=N1)C1=CNC2=CC(=CC=C12)C